phenylhexadecanedicarboxylic acid C1(=CC=CC=C1)C(CCCCCCCCCCCCCCC)(C(=O)O)C(=O)O